C1(=CC=C(C=C1)C=1NC=NN1)C 5-(p-tolyl)-4H-1,2,4-triazol